N1C(=NC2=C1C=CC=C2)C2=CC(=NN2CC2=CC=C(C=C2)OC)NC(C2=CC(=C(C=C2)OCCO)Cl)=O N-[5-(1H-benzimidazol-2-yl)-1-[(4-methoxyphenyl)methyl]pyrazol-3-yl]-3-chloro-4-(2-hydroxyethoxy)benzamide